ethyl 5-((1-(tert-butoxycarbonyl)-4-fluoropiperidin-4-yl) ((phenoxycarbonothioyl)oxy)methyl)picolinate C(C)(C)(C)OC(=O)N1CCC(CC1)(F)C(C=1C=CC(=NC1)C(=O)OCC)OC(=S)OC1=CC=CC=C1